BrC1=C(OCCC(=O)O)C=CC=C1 3-(2-bromophenoxy)propionic acid